C(#N)C1=C(C=CC(=C1)OC)N(C(C(=C)C)=O)C N-(2-cyano-4-methoxyphenyl)-N-methylmethacrylamide